C(=O)(O)C=1C=C(NC2=NC(=NC(=N2)NC2=CC(=CC(=C2)C(=O)O)C(=O)O)NC2=CC(=CC(=C2)C(=O)O)C(=O)O)C=C(C1)C(=O)O 2,4,6-tris(3,5-dicarboxylanilino)-1,3,5-triazine